2-[(trans-4-cyanocyclohexyl)carbonyl]-N-{(1S)-1-cyano-2-[(3S)-2-oxopyrrolidin-3-yl]ethyl}-4-methyl-L-leucinamide C(#N)[C@@H]1CC[C@H](CC1)C(=O)[C@](N)(CC(C)(C)C)C(=O)N[C@@H](C[C@H]1C(NCC1)=O)C#N